[3-[4-(N-Methylanilino)phenyl]azetidin-1-yl]-[3-(1H-1,2,4-triazol-5-yl)pyrrolidin-1-yl]methanone CN(C1=CC=CC=C1)C1=CC=C(C=C1)C1CN(C1)C(=O)N1CC(CC1)C1=NC=NN1